C(C)(=O)N[C@](C=O)(O)[C@H](O)[C@@H](O)[C@@H](O)CO 2-acetamido-L-glucose